6-fluoro-1-methyl-5-(5-((1-methylcyclopropyl)ethynyl)-3,4-dihydro-1,7-naphthyridin-1(2H)-yl)pyrido[4,3-e][1,2,4]triazolo[4,3-a]pyrimidine FC1=CN=CC2=C1C(=NC=1N2C(=NN1)C)N1CCCC2=C(C=NC=C12)C#CC1(CC1)C